FC(C(=O)NCC1=NC2=CC=C(C=C2C=C1)C(=O)O)(F)F 2-((2,2,2-trifluoroacetamido)methyl)quinoline-6-carboxylic acid